NC1=C(C=C(C=C1)Cl)N1C(C(N(CC1)[C@H](C(=O)OC(C)(C)C)CC1=CC=CC=C1)=O)=O tert-butyl (S)-2-(4-(2-amino-5-chlorophenyl)-2,3-dioxopiperazin-1-yl)-3-phenylpropionate